S-(((3aS,4S,6R,6aR)-6-(4-((tert-Butoxycarbonyl)amino)-3-iodo-1H-pyrazolo[3,4-d]pyrimidin-1-yl)-2,2-dimethyltetrahydrofuro[3,4-d][1,3]dioxol-4-yl)methyl) thioacetate C(C)(=O)SC[C@H]1O[C@H]([C@@H]2OC(O[C@@H]21)(C)C)N2N=C(C=1C2=NC=NC1NC(=O)OC(C)(C)C)I